3-(5-(5-((R)-2-(2,5-difluorophenyl)pyrrolidin-1-yl)pyrazolo[1,5-a]pyrimidin-3-yl)-4H-1,2,4-triazol-3-yl)morpholinesuccinamide lead iodide [Pb](I)I.FC1=C(C=C(C=C1)F)[C@@H]1N(CCC1)C1=NC=2N(C=C1)N=CC2C=2NC(=NN2)C2N(CCOC2)C(CC(=O)N)C(=O)N